N-(5-((4-(trifluoromethyl)benzyl)oxy)-1H-indol-3-yl)thiazole-5-carboxamide FC(C1=CC=C(COC=2C=C3C(=CNC3=CC2)NC(=O)C2=CN=CS2)C=C1)(F)F